CNC=1N=CC(=C2C=C(N=CC12)NC(=O)C1CC1)CC(F)(F)F N-(8-(methylamino)-5-(2,2,2-trifluoroethyl)-2,7-naphthyridin-3-yl)cyclopropanecarboxamide